CC(CC(CC(/C=C/C1=CC=CC=C1)C(C(=O)O)C(=O)O)=O)C (E)-2-(7-methyl-5-oxo-1-phenyloct-1-en-3-yl)malonic acid